[C@H]12CN(C[C@H](CC1)O2)C=2C1=C(N=C(N2)OC[C@]23CCCN3C[C@@H](C2)F)C(=C(N=C1)C1=CC(=CC2=CC=CC(=C12)F)O)F 4-(4-((1R,5S)-8-oxa-3-azabicyclo[3.2.1]octan-3-yl)-8-fluoro-2-(((2R,7aS)-2-fluorotetrahydro-1H-pyrrolizin-7a(5H)-yl)methoxy)pyrido[4,3-d]pyrimidin-7-yl)-5-fluoronaphthalen-2-ol